ethyl 5-(7-bromo-9H-fluoren-2-yl)-2-((2-(trimethylsilyl) ethoxy) methyl)-2H-1,2,3-triazole-4-carboxylate BrC1=CC=C2C=3C=CC(=CC3CC2=C1)C=1C(=NN(N1)COCC[Si](C)(C)C)C(=O)OCC